O[C@@H]1CN(C[C@H]1N1CCNCC1)C(=O)OC(C)(C)C tert-butyl (3R,4R)-3-hydroxy-4-(piperazin-1-yl)pyrrolidine-1-carboxylate